N-(3-(3-hexoxy)propyl)-3-(imidazolyl)propan-1-amine CCC(CCC)OCCCNCCCC=1NC=CN1